O1CC(C1)N1N=CC(=C1)C1=NN2C(=NC=3C=CC=CC3C2=N1)NC=1C(N=CC=CC1)=O (3R)-3-({2-[1-(oxetan-3-yl)-1H-pyrazol-4-yl][1,2,4]triazolo[1,5-c]quinazolin-5-yl}amino)azepin-2-one